ON1C(=C(C(C2=CC=CC=C12)=O)CC1=C(C=CC=C1)OC)C 1-hydroxy-2-methyl-3-(2-methoxybenzyl)-4(1H)-quinolinone